C(C)N(C1=CC=C(/C=C/C=2C=C(C(=C(C=O)C2)O)F)C=C1)CC (E)-5-(4-(diethylamino)styryl)-3-fluoro-2-hydroxybenzaldehyde